1,2-dimethyl-3-ethylimidazole bromide [Br-].CN1C(N(C=C1)CC)C